C1(=CC=CC=C1)C1=NSC(=C1C(F)(F)F)C(=O)O 3-PHENYL-4-(TRIFLUOROMETHYL)ISOTHIAZOLE-5-CARBOXYLIC ACID